FC(OC1=CC=C(C=C1)C(\C=C\C1=CC(=CC=C1)O)=O)F (E)-1-[4-(Difluoromethoxy)phenyl]-3-(3-hydroxyphenyl)prop-2-en-1-one